C(#N)[C@H]1N(CSC1)C(CNC(=O)C1=CC=NC2=CC=C(C=C12)N1CC(C1)CC(F)(F)F)=O (R)-N-(2-(4-Cyanothiazolidin-3-yl)-2-oxoethyl)-6-(3-(2,2,2-trifluoroethyl)azetidin-1-yl)quinoline-4-carboxamide